FC1(C(C1)C=1CN(C(C1)=O)CC1=C(N=C2SC(=NN21)COC)C(F)(F)F)F 3-[2,2-difluorocyclopropyl]-1-[[2-(methoxymethyl)-6-(trifluoromethyl)imidazo[2,1-B][1,3,4]thiadiazol-5-yl]methyl]-2H-pyrrol-5-one